(2R,4S)-1-(9-bromo-8-methoxy-1-(thiophen-2-yl)-5,6-dihydroimidazo[5,1-a]isoquinoline-3-carbonyl)-4-hydroxy-2-methylpyrrolidine-2-carbonitrile BrC1=C(C=C2CCN3C(C2=C1)=C(N=C3C(=O)N3[C@](C[C@@H](C3)O)(C#N)C)C=3SC=CC3)OC